CC1(N(C(CC1=O)(C)C)S(=O)[O-])C 2,2,5,5-tetramethylpyrrolidin-3-one-1-sulfinate